N-[1-(trifluoromethyl)cyclopropyl]methyl-5-(3-chloro-5-fluorophenyl)-4-(1,6-diaza-6-spiro[3.4]octyl)nicotinamide FC(C1(CC1)CNC(C1=CN=CC(=C1N1CC2(CCN2)CC1)C1=CC(=CC(=C1)F)Cl)=O)(F)F